C=1(C(=CC=C2C=CC=CC12)C(=O)OCC1CO1)C(=O)OCC1CO1 1,2-diglycidyl naphthalenedicarboxylate